FC1=C(C(=O)NCC23CCC(CC2)(CC3)C3=NC(=NO3)C=3N=NC(=CC3)C(F)(F)F)C=C(C(=C1F)O)F 2,3,5-trifluoro-4-hydroxy-N-[(4-{3-[6-(trifluoromethyl)pyridazin-3-yl]-1,2,4-oxadiazol-5-yl}bicyclo[2.2.2]octan-1-yl)methyl]benzamide